(2S)-4-[6-(2-hydroxy-4,6-dimethylphenyl)pyridazin-3-yl]morpholine-2-carboxamide OC1=C(C(=CC(=C1)C)C)C1=CC=C(N=N1)N1C[C@H](OCC1)C(=O)N